CC(C)S(=O)(=O)C1=CC=C(C=C1)C=1C=C2C(=NC1)NC(=C2)C(=O)N2CC1=CC=CC=C1CC2 2-{5-[4-(propane-2-sulfonyl)phenyl]-1H-pyrrolo[2,3-b]pyridine-2-carbonyl}-1,2,3,4-tetrahydroisoquinoline